Ethyl 6-(4-chloro-3-fluorophenyl)-3-(methoxymethyl)-4-oxo-4,5-dihydropyrazolo[1,5-a]pyrazine-2-carboxylate ClC1=C(C=C(C=C1)C=1NC(C=2N(C1)N=C(C2COC)C(=O)OCC)=O)F